COC=1C=C(C[C@@H]2[C@@H]([C@H](OC2)C2=CC(=C(C(=C2)OC)OC)OC)COC(C=C(C)C)=O)C=CC1OC 3-methyl-2-butenoic acid ((2S,3R,4R)-4-(3,4-dimethoxybenzyl)-2-(3,4,5-trimethoxyphenyl)tetrahydrofuran-3-yl)methyl ester